3-(4-fluorophenyl)-1,2,4-oxadiazole-5-carboxylic acid ethyl ester C(C)OC(=O)C1=NC(=NO1)C1=CC=C(C=C1)F